C(C=CC1=CC=CC=C1)(=O)N[C@@H](C(C)C)C(=O)O cinnamoyl-valin